ClC1=C(C(=O)Cl)C=CC(=C1COCC1OCCC1)S(=O)(=O)C 2-chloro-4-(methylsulfonyl)-3-(((tetrahydrofuran-2-yl)methoxy)methyl)benzoyl chloride